FPCC(=O)[O-] Fluorophosphinoacetate